N=1N=CN(C1)C1=CC=C(C=C1)N1C=NN=C1 1,4-Di(4H-1,2,4-triazole-4-yl)benzene